CC=1C=C(C=CC1C)C=1C=CC(=NC1)C(=O)N[C@H]1CS(C=C1)(=O)=O (R)-5-(3,4-dimethylphenyl)-N-(1,1-dioxido-2,3-dihydrothiophen-3-yl)picolinamide